ClC=1C=C(C(=NC1)N1C[C@H]([C@@]2(CC1)C=1C=CC(=NC1CN(C2)C[C@H]2NCCC2)C2=C(C=CC=C2)OCC)CC)C#N 5-chloro-2-[(3'S,5S)-2-(2-ethoxyphenyl)-3'-ethyl-7-[[(2S)-pyrrolidin-2-yl]methyl]spiro[6,8-dihydro-1,7-naphthyridine-5,4'-piperidine]-1'-yl]pyridine-3-carbonitrile